N-(3α,7α-dihydroxyl-4β-fluoro-6α-ethyl-5β-cholan-24-oyl)-4-trifluoromethylphenyl-sulfonamide O[C@H]1[C@@H]([C@H]2[C@H]([C@H]([C@H]3[C@@H]4CC[C@H]([C@@H](CCC(=O)NS(=O)(=O)C5=CC=C(C=C5)C(F)(F)F)C)[C@]4(CC[C@@H]3[C@]2(CC1)C)C)O)CC)F